C1(CC1)C1=CC=C(C=C1)[C@H](C)NC(=O)C1=CC=C2C(=C(N(C2=C1)C)C)CC1=CC=C(OC(C(=O)OCC)(C)C)C=C1 ethyl (S)-2-(4-((6-((1-(4-cyclopropylphenyl)ethyl)carbamoyl)-1,2-dimethyl-1H-indol-3-yl)methyl)phenoxy)-2-methylpropanoate